B(O)(O)CCCCCC(=O)O 6-borono-hexanoic acid